(R)-4-(7-(3-aminopiperidine-1-yl)-3-(1-methyl-1H-pyrrolo[2,3-b]pyridine-5-yl)-3H-imidazo[4,5-b]pyridine-2-yl)-2-fluorobenzonitrile N[C@H]1CN(CCC1)C1=C2C(=NC=C1)N(C(=N2)C2=CC(=C(C#N)C=C2)F)C=2C=C1C(=NC2)N(C=C1)C